ClC1=CC(=C2C=CN(C2=C1)CC(F)(F)F)NC1CCN(CC1)C 6-chloro-4-[(1-methylpiperidin-4-yl)amino]-1-(2,2,2-trifluoroethyl)-1H-indol